CN(C1=CC=C(C=C1)N(C(CC)C)C)C(CC)C N,N'-dimethyl-N,N'-bis(1-methylpropyl)p-phenylenediamine